OC1=C(C(=O)NC2=CC=C(C=C2)N2C3=C(NCC=C2)C2=CC=CC=C2C=C3)C=CC=C1O 5-[4-(2,3-dihydroxybenzoylamino)phenyl]-1H-naphtho[1,2-b][1,4]diazepine